CC(C[C@H](NC([C@H](CC1=CC=CC=C1)NC(=O)C1=NC=CN=C1)=O)B(O)O)C [(1R)-3-methyl-1-[[(2s)-1-oxo-3-phenyl-2-[(2-pyrazinylcarbonyl)amino]propyl]amino]butyl]boronic acid